FC1(CC(C1)NC1=NN2C(C=N1)=C(C=C2)C=2C=NC=1N(C2)C(=CN1)CC)F N-(3,3-difluorocyclobutyl)-5-(3-ethylimidazo[1,2-a]pyrimidin-6-yl)pyrrolo[2,1-f][1,2,4]triazin-2-amine